Cl.CC(C)CCC[C@@H](C)[C@H]1CC[C@H]2[C@@H]3CC=C4C[C@@H](O)CC[C@]4(C)[C@H]3CC[C@]12C cholesterol-HCl